C(=O)(OCC1C2=CC=CC=C2C2=CC=CC=C12)N[C@@H](CC1=CN(C=N1)C(C1=CC=CC=C1)(C1=CC=CC=C1)C1=CC=CC=C1)C(=O)O Fmoc-N'-trityl-L-histidine